N[C@H]1CCN(CCC1)C(=O)OC(C)(C)C tert-butyl (R)-4-aminoazepane-1-carboxylate